bis(3-trimethoxysilylpropyl)-cyclohexane CO[Si](CCCC1(CCCCC1)CCC[Si](OC)(OC)OC)(OC)OC